C(#N)C(C)(CC(F)F)NC(=O)C=1N(N=C2C=CC(=CC12)OCC1=NC=CC=C1)C N-(2-cyano-4,4-difluorobutan-2-yl)-2-methyl-5-(pyridin-2-ylmethoxy)-2H-indazole-3-carboxamide